C(#N)C=1C=CC(=C2C=CC=NC12)[C@@H]1CN(C[C@@H](C1)C)CC(=O)NC1CCN(CC1)C cis-2-[3-(8-cyano-quinolin-5-yl)-5-methyl-piperidin-1-yl]-N-(1-methyl-piperidin-4-yl)-acetamide